C(C)(=O)N1N=C(C(=C1)C(=O)O)N[C@H](C)C=1C=C(C=C2C(C=C(OC12)N1CCC(CC1)(C)C)=O)C (R)-1-acetyl-3-((1-(2-(4,4-dimethylpiperidin-1-yl)-6-methyl-4-oxo-4H-chromen-8-yl)ethyl)amino)-1H-pyrazole-4-carboxylic acid